(3-(N-benzyl-N-methylcarbamoyl)thiophen-2-yl)-4-(pyridin-2-yl)piperazine-1-carboxamide C(C1=CC=CC=C1)N(C(=O)C1=C(SC=C1)C1N(CCN(C1)C1=NC=CC=C1)C(=O)N)C